ClC=1N=CC(=NC1)C(=O)NC1=CC2=CN(N=C2C(=C1)F)C 5-chloro-N-(7-fluoro-2-methyl-indazol-5-yl)pyrazine-2-carboxamide